3-CHLOROIMIDAZO[1,2-A]PYRIDIN-2-CARBALDEHYDE ClC1=C(N=C2N1C=CC=C2)C=O